N[C@@H]1CN(CCC1)CC=1C=C(C=C(C1)N1C=NC=C1)NC(C1=NC=CC(=C1)C1=CC(=CC=C1)C(C)O)=O N-(3-(((S)-3-aminopiperidin-1-yl)methyl)-5-(1H-imidazol-1-yl)phenyl)-4-(3-(1-hydroxyethyl)phenyl)picolinamide